S(=O)(=O)(O)O.CSC(N)=N.CSC(N)=N 2-methylisothiourea hemisulfate salt